CC1NCCC(C1)C(=O)OCCCC1=CC=C(C=C1)OC 1-[(4-methoxybenzyl) methyl]-methyl 2-methylpiperidine-4-carboxylate